didecyl 2-(4-(decyl(3-hydroxypropyl)amino)butyl)-2-ethylmalonate C(CCCCCCCCC)N(CCCCC(C(=O)OCCCCCCCCCC)(C(=O)OCCCCCCCCCC)CC)CCCO